dimethyltryptamine fumarate salt C(\C=C\C(=O)O)(=O)O.CN(CCC1=CNC2=CC=CC=C12)C